C(C)(C)(C)OC(NC1=C(C=CC(=C1)N1C[C@@H](CC1)N(C)C)N)=O (R)-(2-amino-5-(3-(dimethylamino)tetrahydropyrrole-1-yl)phenyl)carbamic acid tert-butyl ester